CNC1(CCCC2=C1N=CS2)C2=CC=CC=C2 N-methyl-4-phenyl-4,5,6,7-tetrahydrobenzothiazol-4-amine